CCC(CC(CC)=O)=O.CCC(CC(CC)=O)=O.CCC(CC(CC)=O)=O.CCC(CC(CC)=O)=O.[Ti] titanium tetra(3,5-heptanedione)